Furoxanone O1[NH+]([O-])C(C=N1)=O